Ethyl 2-[4-(difluoromethyl)-7-methyl-6-(4,4,5,5-tetramethyl-1,3,2-dioxaborolan-2-yl)indazol-2-yl]-2-[(6R)-6-fluoro-6,7-dihydro-5H-pyrrolo[1,2-c]imidazol-1-yl]acetate FC(C=1C2=CN(N=C2C(=C(C1)B1OC(C(O1)(C)C)(C)C)C)C(C(=O)OCC)C1=C2N(C=N1)C[C@@H](C2)F)F